(S)-3-(2-amino-3-chloropyridin-4-yl)-7-(7-amino-5,7-dihydrospiro[cyclopenta[c]pyridine-6,4'-piperidin]-1'-yl)pteridine-2,4(1H,3H)-dione NC1=NC=CC(=C1Cl)N1C(NC2=NC(=CN=C2C1=O)N1CCC2(CC1)CC1=C(C=NC=C1)[C@H]2N)=O